CN1N=CC(=C1)C(=O)N1CCC2(C(C2)CNC(=O)C2=CC=3C(=CN=CC3)O2)CC1 N-[[6-(1-methylpyrazole-4-carbonyl)-6-azaspiro[2.5]octan-2-yl]methyl]furo[2,3-c]pyridine-2-carboxamide